(S)-Linalool C=C[C@](O)(C)CCC=C(C)C